1-[3-chloro-4-(trifluoromethoxy)phenyl]-2-ethynyl-6-[4-(trifluoromethyl)-1-piperidyl]benzimidazole ClC=1C=C(C=CC1OC(F)(F)F)N1C(=NC2=C1C=C(C=C2)N2CCC(CC2)C(F)(F)F)C#C